FC1=CC=C(C=C1)[C@@H]1N(CCC2=CC=CC=C12)C(=O)N(C)C1CN(CC1)C(=O)OCCCC butyl 3-((S)-1-(4-fluorophenyl)-N-methyl-1,2,3,4-tetrahydroisoquinoline-2-carboxamido)pyrrolidine-1-carboxylate